2'-chloro-N-(6-(4-(difluoromethyl)-4-methoxycyclohexyl)thiazolo[4,5-b]pyrazin-2-yl)-5'-methoxy-6-methyl-[4,4'-bipyridine]-3-carboxamide ClC1=NC=C(C(=C1)C1=C(C=NC(=C1)C)C(=O)NC=1SC=2C(=NC=C(N2)C2CCC(CC2)(OC)C(F)F)N1)OC